NC1=NC(=C(C=C1C=1C=NN(C1)CC(C)(O)C)C=1C=C2C(=CC=NC2=CC1)C)C1=CC=C(C=C1)F 1-(4-(2-amino-6-(4-fluorophenyl)-5-(4-methylquinolin-6-yl)pyridin-3-yl)-1H-pyrazol-1-yl)-2-methylpropan-2-ol